4-((10-Aminodecyl)amino)-2-(2,6-dioxopiperidin-3-yl)isoindoline-1,3-dione hydrochloride Cl.NCCCCCCCCCCNC1=C2C(N(C(C2=CC=C1)=O)C1C(NC(CC1)=O)=O)=O